rac-tert-butyl (3R,4S)-4-((3-chloro-6-(1-methyl-1H-pyrazol-4-yl)pyrazolo[1,5-a]pyrazin-4-yl)oxy)-3-fluoro-azepane-1-carboxylate ClC=1C=NN2C1C(=NC(=C2)C=2C=NN(C2)C)O[C@@H]2[C@@H](CN(CCC2)C(=O)OC(C)(C)C)F |r|